C(C)(C)(C)OC(=O)NCCCNC1=CC=C(N=N1)C1=CC=C(OC[C@H](C(=O)OC(C)(C)C)ON2C(C3=CC=CC=C3C2=O)=O)C=C1 tert-butyl (R)-3-(4-(6-((3-((tert-butoxycarbonyl)amino) propyl)amino)pyridazin-3-yl)phenoxy)-2-((1,3-dioxoisoindolin-2-yl)oxy)propanoate